3-methyl-1,11-undecanediol CC(CCO)CCCCCCCCO